6-((2,3-dihydrobenzofuran-5-yl)sulfonyl)-2-((4-methyl-1-((2-(trimethylsilyl)ethoxy)methyl)-1H-pyrazol-3-yl)methyl)phthalazin-1(2H)-one O1CCC2=C1C=CC(=C2)S(=O)(=O)C=2C=C1C=NN(C(C1=CC2)=O)CC2=NN(C=C2C)COCC[Si](C)(C)C